BrC=1C=CC=2C3=C(C(=NC2C1)NCC1=CC=C(C=C1)OC)C=C(N3CC3=CC=C(C=C3)OC)COC3OCCCC3 7-bromo-N,1-bis(4-methoxybenzyl)-2-(((tetrahydro-2H-pyran-2-yl)oxy)methyl)-1H-pyrrolo[3,2-c]Quinolin-4-amine